hydroxyphenyl-1-propene OC(=CC)C1=CC=CC=C1